CNCC1CCNC=2N1N=C(C2C(=O)N)C2=CC=C(C=C2)OC2=CC=CC=C2 7-((Methylamino)methyl)-2-(4-phenoxyphenyl)-4,5,6,7-tetrahydropyrazolo[1,5-a]pyrimidine-3-carboxamide